1-(oxetan-2-ylmethyl)-6-[3-(trifluoromethyl)phenyl]-3H-imidazo[4,5-b]pyridin-2-one O1C(CC1)CN1C(NC2=NC=C(C=C21)C2=CC(=CC=C2)C(F)(F)F)=O